C(C)(C)(C)OC(=O)N(C1CCC(CC1)C(=O)OC)C (1R,4r)-methyl 4-((tert-butoxycarbonyl)(methyl)amino)cyclohexanecarboxylate